n-docosyl triacontyl ether C(CCCCCCCCCCCCCCCCCCCCCCCCCCCCC)OCCCCCCCCCCCCCCCCCCCCCC